1-[2-deoxy-5-O-(4,4'-dimethoxytrityl)-β-D-erythro-pentofuranosyl]-3-benzoyl-1,3,4,7-tetrahydro-2H-1,3-diazepin-2-one COC1=CC=C(C(C2=CC=C(C=C2)OC)(C2=CC=CC=C2)OC[C@@H]2[C@H](C[C@@H](O2)N2C(N(CC=CC2)C(C2=CC=CC=C2)=O)=O)O)C=C1